ethyl 4,4-difluoro-9-oxadec-7-enoate FC(CCC(=O)OCC)(CCC=COC)F